N-((2S)-1,1-dicyclopropyl-3-((4-(1-(dibenzylamino)-2-oxo-2-((2,2,2-trifluoroethyl)amino)ethyl)-2-fluorophenyl)amino)-3-oxopropan-2-yl)-1-isopropyl-1H-pyrazole-5-carboxamide C1(CC1)C([C@@H](C(=O)NC1=C(C=C(C=C1)C(C(NCC(F)(F)F)=O)N(CC1=CC=CC=C1)CC1=CC=CC=C1)F)NC(=O)C1=CC=NN1C(C)C)C1CC1